Cl.IC=1N=CN2C1CNCC2 1-iodo-5,6,7,8-tetrahydroimidazo[1,5-a]pyrazine hydrochloride